C(C)(C)(C)OC(=O)NC1=CC(=C(C(=C1)F)S(=O)(=O)N(C(OC(C)(C)C)=O)C=1N=CSC1)F tert-butyl ((4-((tert-butoxycarbonyl)amino)-2,6-difluorophenyl)sulfonyl)(thiazol-4-yl)carbamate